2-(2-chlorophenyl)amino-6-dibutylamino-9-(2-methoxycarbonylphenyl)xanthene tert-butyl-N-[3,4-dichloro-1-(cyanomethoxy)-10-iodo-6,7,8,9-tetrahydropyrido[1,2-a]indol-7-yl]carbamate C(C)(C)(C)OC(NC1CCC=2N(C3=C(C(=CC(=C3C2I)OCC#N)Cl)Cl)C1)=O.ClC1=C(C=CC=C1)NC1=CC=2C(C3=CC=C(C=C3OC2C=C1)N(CCCC)CCCC)C1=C(C=CC=C1)C(=O)OC